O=C1N(CCC2=CC=CC=C12)C1=CC=C(C=C1)C 1-oxo-2-(p-tolyl)-1,2,3,4-tetrahydroisoquinoline